3-[4-(2-{[(R)-phenyl((3R)-1H,2H,3H,4H-pyrido[2,3-b]pyrazin-3-yl)methyl]amino}ethyl)pyridin-2-yl]propanoic acid C1(=CC=CC=C1)[C@H]([C@H]1CNC2=C(N1)N=CC=C2)NCCC2=CC(=NC=C2)CCC(=O)O